2-(2,6-dioxopiperidin-3-yl)-5-((R)-3-(((1-(2-(4-(1-(4-hydroxyphenyl)-2-phenylbut-1-en-1-yl)phenoxy)ethyl)piperidin-4-yl)methyl)amino)piperidin-1-yl)isoindoline-1,3-dione O=C1NC(CCC1N1C(C2=CC=C(C=C2C1=O)N1C[C@@H](CCC1)NCC1CCN(CC1)CCOC1=CC=C(C=C1)C(=C(CC)C1=CC=CC=C1)C1=CC=C(C=C1)O)=O)=O